COC1=C(C=C(C=C1)C1=C(C(=CC=C1)NC=1N=CC=C2C=C(C=NC12)CN1C(CCCC1)CC(=O)O)C)OCCCN1CCOCC1 1-((8-((4'-methoxy-2-methyl-3'-(3-morpholinopropoxy)-[1,1'-biphenyl]-3-yl)amino)-1,7-naphthyridin-3-yl)methyl)piperidine-2-acetic acid